ethyl 2-hydroxy-2-(isoxazol-3-yl)-3-nitropropionate OC(C(=O)OCC)(C[N+](=O)[O-])C1=NOC=C1